FC1=C(C=C2CN(C(C2=C1)=O)C1C(NC(CC1)=O)=O)CN1C(N(CC1)CC1=C(CC(CC1)(C)C)C1=CC=C(C=C1)F)=O 3-(6-fluoro-5-((3-((4'-fluoro-5,5-dimethyl-3,4,5,6-tetrahydro-[1,1'-biphenyl]-2-yl)methyl)-2-oxoimidazolidin-1-yl)methyl)-1-oxoisoindolin-2-yl)piperidine-2,6-dione